ClC1=CC=C(C(=N1)C=1C=NN2C1CN(CC2)C)NC(C)C=2C=C(C=C1C(N3CCCN4N=CC(C21)=C43)=O)C 10-(1-((6-Chloro-2-(5-methyl-4,5,6,7-tetrahydropyrazolo[1,5-a]pyrazin-3-yl)pyridin-3-yl)amino)ethyl)-8-methyl-4,5-dihydro-3H,6H-2,2a,5a-triazaaceanthrylen-6-one